ClC1=CC(=C(COC2=NC(=CC3=C2NC=N3)C=3CCN(CC3)CC3=NC2=C(N3C[C@H]3OCC3)C=C(C=C2)C(=O)O)C=C1)F (S)-2-((4-(4-((4-chloro-2-fluorobenzyl)oxy)-3H-imidazo[4,5-c]pyridin-6-yl)-3,6-dihydropyridin-1(2H)-yl)methyl)-1-(oxetan-2-ylmethyl)-1H-benzo[d]imidazole-6-carboxylic acid